N-cyclohexyl-3-[4-(difluoromethyl)-2-(trans-4-methylcyclohexyl)-1H-benzimidazol-1-yl]-N-ethylpropanamide C1(CCCCC1)N(C(CCN1C(=NC2=C1C=CC=C2C(F)F)[C@@H]2CC[C@H](CC2)C)=O)CC